4-(2-(difluoromethoxy)-6-fluorophenyl)-N-(5-((5-vinylpyrazin-2-yl)methoxy)-1,3,4-thiadiazol-2-yl)-6-methylpyridine-3-carboxamide FC(OC1=C(C(=CC=C1)F)C1=C(C=NC(=C1)C)C(=O)NC=1SC(=NN1)OCC1=NC=C(N=C1)C=C)F